methyl (S)-5-((4-aminophenethyl) amino)-4-((tert-butoxycarbonyl) amino)-5-oxopentanoate NC1=CC=C(CCNC([C@H](CCC(=O)OC)NC(=O)OC(C)(C)C)=O)C=C1